(S)-5-chloro-N-(6,6-difluoro-1-(methylamino)-1,2-dioxoheptan-3-yl)-2-(3-(trifluoromethyl)bicyclo[1.1.1]pentane-1-carboxamido)nicotinamide ClC=1C=NC(=C(C(=O)N[C@H](C(C(=O)NC)=O)CCC(C)(F)F)C1)NC(=O)C12CC(C1)(C2)C(F)(F)F